3-(8-azabicyclo[3.2.1]oct-2-en-2-yl)-1H-pyrrolo[2,3-b]pyridine C12C(=CCC(CC1)N2)C2=CNC1=NC=CC=C12